(RS)-1-(2-(4-chloro-2-fluorophenyl)-6-methyl-3-(pyridin-4-yl)-6,7-dihydropyrazolo[1,5-a]pyrazin-5(4H)-yl)-2-fluoroprop-2-en-1-one ClC1=CC(=C(C=C1)C1=NN2C(CN([C@@H](C2)C)C(C(=C)F)=O)=C1C1=CC=NC=C1)F |r|